N2,N2,N6,N6-tetrakis(2-methoxyethyl)-8-(4-(1-methyl-1H-1,2,4-triazol-3-yl)piperazin-1-yl)-N4-(3-(trifluoromethoxy)benzyl)pyrimido[5,4-d]pyrimidine-2,4,6-triamine COCCN(C=1N=C(C2=C(N1)C(=NC(=N2)N(CCOC)CCOC)N2CCN(CC2)C2=NN(C=N2)C)NCC2=CC(=CC=C2)OC(F)(F)F)CCOC